(E)-2,6-diamino-5-((4-hydroxyphenyl)diazenyl)pyridin-3-ol trifluoroacetate FC(C(=O)O)(F)F.NC1=NC(=C(C=C1O)\N=N\C1=CC=C(C=C1)O)N